COC1=CC=C(CN2CCC(C=3C(=CC(=CC23)[N+](=O)[O-])C(=O)O)CC2=CC=C(C=C2)OC)C=C1 1,4-Bis(4-methoxybenzyl)-7-nitro-1,2,3,4-tetrahydroquinoline-5-carboxylic acid